C(#N)C1=CC=C(C=2N1N=CC2)N2C[C@H]1N([C@@H](C2)C)CCN(C1)C(=O)OC(C)(C)C tert-butyl (4R,9aR)-2-(7-cyanopyrazolo[1,5-a]pyridin-4-yl)-4-methyl-3,4,6,7,9,9a-hexahydro-1H-pyrazino[1,2-a]pyrazine-8-carboxylate